C(=C)C1CC(CC1)=O 3-vinylcyclopentanone